1,1,1-tris(3-chloro-4-hydroxyphenyl)methane ClC=1C=C(C=CC1O)C(C1=CC(=C(C=C1)O)Cl)C1=CC(=C(C=C1)O)Cl